C(C)C1=NN2C(N=CC3=C2C(CN3C(=O)OC(C)(C)C)(C(F)(F)F)C)=C1[N+](=O)[O-] tert-butyl 2-ethyl-8-methyl-3-nitro-8-(trifluoromethyl)-7,8-dihydro-6H-pyrazolo[1,5-a]pyrrolo[2,3-e]pyrimidine-6-carboxylate